3,5-dichlorobenzenesulfonyl chloride ClC=1C=C(C=C(C1)Cl)S(=O)(=O)Cl